C12CN(CC2C1)C1=NC2=C(C=C(C=C2C(N1C)=O)C(F)F)C(C)NC1=C(C(=O)O)C=CC=C1 2-((1-(2-(3-azabicyclo[3.1.0]hexan-3-yl)-6-(difluoromethyl)-3-methyl-4-oxo-3,4-dihydro-quinazolin-8-yl)ethyl)amino)benzoic acid